2-(4-(5-fluoropyridin-2-yl)-1,9-dioxaspiro[5.5]undec-4-yl)acetaldehyde FC=1C=CC(=NC1)C1(CCOC2(C1)CCOCC2)CC=O